[Br-].C(C)OC(C(=C)C)=O.C(CCCCCCCCCCCCCCCCC)[NH+](C)C octadecyl-dimethylammonium ethyl-methacrylate bromide